2-[4-[1-(2,6-dioxo-3-piperidyl)-3-methyl-2-oxo-benzimidazol-5-yl]-2-oxo-1-pyridyl]acetic acid O=C1NC(CCC1N1C(N(C2=C1C=CC(=C2)C2=CC(N(C=C2)CC(=O)O)=O)C)=O)=O